(1S,4s)-4-(8-(2,4-dichloro-6-fluorophenylamino)-2-((R)-1-ethylpiperidin-3-ylamino)-9H-purin-9-yl)cyclohexanecarboxamide ClC1=C(C(=CC(=C1)Cl)F)NC=1N(C2=NC(=NC=C2N1)N[C@H]1CN(CCC1)CC)C1CCC(CC1)C(=O)N